1-spiro[2.3]hex-5-yl-3-{1-[6-(2,2,2-trifluoroethoxy)-pyrimidin-4-yl]-ethyl}-urea C1CC12CC(C2)NC(=O)NC(C)C2=NC=NC(=C2)OCC(F)(F)F